The molecule is an ammonium ion derivative that is the conjugate acid of 5-aminopentanal, obtained by protonation of the amino group; major species at pH 7.3. It has a role as a plant metabolite. It is an ammonium ion derivative, an organic cation and an omega-ammonioaldehyde. It is a conjugate acid of a 5-aminopentanal. C(CC[NH3+])CC=O